NC=1CC(=CC2=C(N1)C=C(C=C2)C=2C=NC(=NC2)CNC(OC(C)(C)C)=O)C(N(CCC)OCCNC(=O)NC2CCC2)=O tert-butyl ((5-(2-amino-4-((2-(3-cyclobutylureido)ethoxy)(propyl) carbamoyl)-3H-benzo[b]azepin-8-yl)pyrimidin-2-yl)methyl)carbamate